C(C1=CC=CC=C1)C1N(C(OC1)=O)C(CCCBr)=O 4-benzyl-3-(4-bromobutyryl)oxazolidin-2-one